ClC=1C(=C(CN2[C@@H](C[C@@](CC2)(C(=O)O)CC2=NC(=CC(=C2F)C)NC2=NNC(=C2)C)C)C=CC1)F (2R,4R)-1-(3-chloro-2-fluorobenzyl)-4-((3-fluoro-4-methyl-6-((5-methyl-1H-pyrazol-3-yl)amino)pyridin-2-yl)methyl)-2-methylpiperidine-4-carboxylic acid